(S)-N-((S)-1-(3-chloro-5-fluoropyridin-2-yl)ethyl)-4-(5-(5-fluoro-2-methoxypyridin-4-yl)-1H-pyrazole-3-carbonyl)-4-azaspiro[2.5]Octane-7-carboxamide ClC=1C(=NC=C(C1)F)[C@H](C)NC(=O)[C@H]1CCN(C2(CC2)C1)C(=O)C1=NNC(=C1)C1=CC(=NC=C1F)OC